(2Z)-2-{[7-amino-4-(3-methyl-1,2-benzoxazol-5-yl)-1-oxo-2,3-dihydro-1H-isoindol-2-yl]methyl}but-2-enenitrile NC=1C=CC(=C2CN(C(C12)=O)C/C(/C#N)=C/C)C=1C=CC2=C(C(=NO2)C)C1